6-[4-(1H-Pyrrolo[2,3-b]pyridin-3-yl)piperidine-1-carbonyl]-4H-1,4-benzoxazin-3-one N1C=C(C=2C1=NC=CC2)C2CCN(CC2)C(=O)C=2C=CC1=C(NC(CO1)=O)C2